5-(5-(difluoromethyl)-1-methyl-1H-pyrazol-3-yl)-3-(1-(2,5-dimethylphenyl)cyclopropyl)-1,2,4-oxadiazoleN FC(C1=CC(=NN1C)C1NC(=NO1)C1(CC1)C1=C(C=CC(=C1)C)C)F